C(C)(=O)[O-].C(CC)[NH+]1C=C(C=C1)C 1-Propyl-3-Methylpyrrolium acetat